1-tetrahydropyran-2-yl-4-(4,4,5,5-tetramethyl-1,3,2-dioxaborolan-2-yl)benzo[f]indazole O1C(CCCC1)N1N=CC2=C(C3=C(C=C12)C=CC=C3)B3OC(C(O3)(C)C)(C)C